BrC=1C=CC=C2C=C(N=CC12)C1=CC=C(C=C1)OC1OCCCC1 8-bromo-3-(4-((tetrahydro-2H-pyran-2-yl)oxy)phenyl)isoquinoline